CS(=O)(=O)N1C[C@@H](CC1)N1N=C(C=2C1=NC=NC2N)C2=CC=C(C=C2)OC2=CC=CC=C2 (R)-1-(1-(methylsulfonyl)pyrrolidin-3-yl)-3-(4-phenoxyphenyl)-1H-pyrazolo[3,4-d]pyrimidine-4-amine